5-[(2R,4S)-4-[6-bromo-7-methyl-4-[3-(trifluoromethyl)-1-bicyclo[1.1.1]pentanyl]pyrido[2,3-d]pyrimidin-2-yl]tetrahydropyran-2-yl]-1-(trideuteriomethyl)pyridin-2-one BrC1=CC2=C(N=C(N=C2C23CC(C2)(C3)C(F)(F)F)[C@@H]3C[C@@H](OCC3)C=3C=CC(N(C3)C([2H])([2H])[2H])=O)N=C1C